2,2'-(1,3-phenylen)bis(propan-2-amin) C1(=CC(=CC=C1)C(C)(C)N)C(C)(C)N